ClC=1C=CC(=C(C1)NS(=O)(=O)C=1C=C(C(=O)O)C=CC1CC)N1CCCCC1 3-(N-(5-chloro-2-(piperidin-1-yl)phenyl)sulfamoyl)-4-ethylbenzoic acid